(S,2S)-N'-(((S)-2,8-difluoro-1,2,3,5,6,7-hexahydro-s-indacen-4-yl)carbamoyl)-2-methyl-2,3-dihydropyrazolo[5,1-b]oxazole-7-sulfonimidamide F[C@@H]1CC2=C(C=3CCCC3C(=C2C1)NC(=O)N=[S@@](=O)(N)C=1C=NN2C1O[C@H](C2)C)F